CC1=C(C2=CC=CC=C2C=C1)CC1=CC=CC=C1 methylbenzyl-naphthalene